2-(1-(7-methyl-6-quinolyl)ethyl)isoindole-1,3-dione CC1=C(C=C2C=CC=NC2=C1)C(C)N1C(C2=CC=CC=C2C1=O)=O